tert-butyl (5S)-7-chloro-4,4-difluoro-1,2,3,4-tetrahydrospiro[1-benzazepin-5,2'-oxirane]-1-carboxylate ClC=1C=CC2=C(C1)[C@@]1(OC1)C(CCN2C(=O)OC(C)(C)C)(F)F